C1(=CC=CC=C1)C(=CC)C1=C(C=CC=C1)N(C(C=C)=O)S(=O)(=O)C1=CC=C(C)C=C1 N-(2-(1-phenylprop-1-en-1-yl)phenyl)-N-tosylacrylamide